Tert-butyl 3-(6-amino-8-oxo-7,8-dihydro-9H-purin-9-yl)azetidine-1-carboxylate NC1=C2NC(N(C2=NC=N1)C1CN(C1)C(=O)OC(C)(C)C)=O